(1R,2R)-2-(2-amino-5-fluoro-phenoxy)cyclohexanol NC1=C(O[C@H]2[C@@H](CCCC2)O)C=C(C=C1)F